N1,N1-dimethyl-N4-(2-{4-[(oxolan-3-yl)methyl]piperazin-1-yl}phenyl)benzene-1,4-disulfonamide CN(S(=O)(=O)C1=CC=C(C=C1)S(=O)(=O)NC1=C(C=CC=C1)N1CCN(CC1)CC1COCC1)C